C1=CC=CC=2C3=CC=CC=C3N(C12)CC(C)SC1=NN=NN1C (9H-carbazol-9-yl)-2-((1-methyl-1H-tetrazol-5-yl)thio)propane